C1(CCCC1)C12CC(C1)(C2)N2N=C1CC(NCC3C1=C2CCN3C(=O)OC(C)(C)C)=O tert-butyl 2-(3-cyclopentylbicyclo[1.1.1]pentan-1-yl)-8-oxo-2,3,4,5a,6,7,8,9-octahydro-5H-1,2,5,7-tetraazabenzo[cd]azulene-5-carboxylate